OC1(C(C=CC2=CC=CC=C12)O)S(=O)(=O)[O-] 1-hydroxy-2-hydroxy-naphthalenesulfonate